7a-(((t-butyldimethylsilyl)oxy)methyl)-6-methylenehexahydro-3H-pyrrolizin-3-one [Si](C)(C)(C(C)(C)C)OCC12CC(CN2C(CC1)=O)=C